FC(C=1C=C(CO[C@@H]2CC[C@H](CC2)C(=O)OCC)C=CC1)(F)F ethyl trans-4-[(3-{trifluoromethyl}benzyl)oxy]cyclohexane-1-carboxylate